2-(3-methylphenyl)ethyl acrylate C(C=C)(=O)OCCC1=CC(=CC=C1)C